O[SeH]1C(C(=C2S(C(C(C21O)(C2=CC=CC=C2)O)(C2=CC=CC=C2)O)(O)(O)(O)O)C2=CC=CC=C2)C2=CC=CC=C2 octahydroxytetraphenyl-selenopheno[3,2-b]thiophene